NC=1C=2N(C(=C(N1)C1=C(C#N)C=CC=C1)C1=C(C=NC=C1)C)N=C(N2)CC2=NC=CC=C2 (8-amino-5-(3-methylpyridin-4-yl)-2-(pyridin-2-ylmethyl)-[1,2,4]triazolo[1,5-a]pyrazin-6-yl)benzonitrile